2-(4-(4-acetylpiperazin-1-yl)phenylamino)-4-(cyclopropyl-amino)pyrimidine-5-carboxamide C(C)(=O)N1CCN(CC1)C1=CC=C(C=C1)NC1=NC=C(C(=N1)NC1CC1)C(=O)N